2-(6-fluoro-1,2,3,4-tetrahydronaphthalen-1-yl)-N-(2-methoxypyridin-4-yl)-4-(trifluoromethyl)benzamide FC=1C=C2CCCC(C2=CC1)C1=C(C(=O)NC2=CC(=NC=C2)OC)C=CC(=C1)C(F)(F)F